1-(7Z,10Z,13Z,16Z-docosatetraenoyl)-2-(13Z,16Z-docosadienoyl)-glycero-3-phospho-(1'-sn-glycerol) CCCCC/C=C\C/C=C\CCCCCCCCCCCC(=O)O[C@H](COC(=O)CCCCC/C=C\C/C=C\C/C=C\C/C=C\CCCCC)COP(=O)(O)OC[C@H](CO)O